FC=1C=C(C=CC1C(F)(F)F)C(C)O 1-(3-fluoro-4-(trifluoromethyl)phenyl)ethan-1-ol